ClC1=C(C=C2C=C(N=CC2=C1)CC(=O)N)C1CCN(CC1)C1COC1 (7-chloro-6-(1-(oxetan-3-yl)piperidin-4-yl)isoquinolin-3-yl)acetamide